tetracosane-1,2-diol C(C(CCCCCCCCCCCCCCCCCCCCCC)O)O